2-(9H-fluoren-9-yl)acetamide C1=CC=CC=2C3=CC=CC=C3C(C12)CC(=O)N